N1=CC(=CC2=CC=CC=C12)C1=NC(=NC=C1)NC(CNC(OC(C)(C)C)=O)C tert-butyl (2-((4-(quinolin-3-yl)pyrimidin-2-yl)amino)propyl)carbamate